6-[(1-Acetylazetidin-3-yl)amino]-2-(1-piperidyl)pyrimidine-4-carboxylic acid C(C)(=O)N1CC(C1)NC1=CC(=NC(=N1)N1CCCCC1)C(=O)O